N-[(2RS)-1-chloro-3-(3,4-dimethylphenyl)propan-2-yl]-5-(3-cyclopropylphenoxy)-N'-hydroxy-2-methyl-3-oxo-2,3-dihydropyridazine-4-carboximidamide ClC[C@@H](CC1=CC(=C(C=C1)C)C)NC(=NO)C=1C(N(N=CC1OC1=CC(=CC=C1)C1CC1)C)=O |r|